C1=CC=CC=2C3=CC=CC=C3C(C12)COC(NCCOCCOCCOCCOCCC(=O)NCC(=O)NCC(=O)N[C@@H](CC1=CC=CC=C1)C(=O)O)=O (1-(9H-fluoren-9-yl)-3-oxo-2,7,10,13,16-pentaoxa-4-azanonadecan-19-oyl)glycylglycyl-L-phenylalanine